2-fluoro-4-methoxy-N-(6-methylpyridine-2-yl)-N-neopentyl-benzamide FC1=C(C(=O)N(CC(C)(C)C)C2=NC(=CC=C2)C)C=CC(=C1)OC